NC=1C(=CC2=C(OCCO2)C1)C(=O)O 7-amino-2,3-dihydrobenzo[b][1,4]dioxine-6-carboxylic acid